OC1CS(=O)(=O)OC1 2-hydroxypropanesultone